(4-(1-(2,6-dichlorophenyl)azetidin-3-yl)-3,5-dimethylbenzyl)piperidine-4-carboxylic acid ClC1=C(C(=CC=C1)Cl)N1CC(C1)C1=C(C=C(CN2CCC(CC2)C(=O)O)C=C1C)C